C12COCC(CC1)N2C=2C1=C(N=CN2)N(C(=C1)C1=CC=C(C=C1)NCC1(CCN(CC1)C(=O)OC(C)(C)C)O)COCC[Si](C)(C)C tert-butyl 4-(((4-(4-(3-oxa-8-azabicyclo[3.2.1]octan-8-yl)-7-((2-(trimethylsilyl)ethoxy)methyl)-7H-pyrrolo[2,3-d]pyrimidin-6-yl)phenyl)amino)methyl)-4-hydroxypiperidine-1-carboxylate